tert-butyl ((1S,2R)-2-((6-bromoquinazolin-2-yl)amino)cyclopentyl)carbamate BrC=1C=C2C=NC(=NC2=CC1)N[C@H]1[C@H](CCC1)NC(OC(C)(C)C)=O